(S)-(2-(2-((tert-butoxycarbonyl)amino)-3-methoxy-3-oxopropyl)thiazol-4-yl)boronic acid C(C)(C)(C)OC(=O)N[C@@H](CC=1SC=C(N1)B(O)O)C(=O)OC